4-(1-methylcyclopentyl)phenol CC1(CCCC1)C1=CC=C(C=C1)O